C(C)NC1=CC=2C(C3=CC(=CC=C3C2C=C1)NCC)(C)C N2,N7-diethyl-9,9-dimethyl-9H-fluorene-2,7-diamine